2-bromo-3,5,6-trifluorobenzyl (1RS)-trans-3-(2,2-dichloro-1-ethenyl)-2,2-dimethylcyclopropanecarboxylate ClC(=C[C@H]1C([C@@H]1C(=O)OCC1=C(C(=CC(=C1F)F)F)Br)(C)C)Cl